17-(cyclopropylmethyl)-4,5α-epoxy-3-hydroxy-14-fluorosulfonyloxy-morphinan-6-one C1(CC1)CN1[C@H]2[C@@]3(CCC([C@H]4[C@@]3(C=3C(=C(C=CC3C2)O)O4)CC1)=O)OS(=O)(=O)F